1-(2-(6-Chloro-3-((4-chlorophenyl)amino)-9H-carbazol-1-yl)ethyl)guanidine ClC=1C=C2C=3C=C(C=C(C3NC2=CC1)CCNC(=N)N)NC1=CC=C(C=C1)Cl